N-[(1S)-1-cyclohexyl-2-[4-(3,5-dimethylimidazol-4-yl)anilino]-2-oxo-ethyl]-2-methyl-pyrazole-3-carboxamide C1(CCCCC1)[C@@H](C(=O)NC1=CC=C(C=C1)C=1N(C=NC1C)C)NC(=O)C=1N(N=CC1)C